methyl (2R,4aS,6aS,9S,10R,12bR,14aS,14bR)-10-(butyryloxy)-9-methoxy-2,4a,6a,9,12b,14a-hexamethyl-11-oxo-1,2,3,4,4a,5,6,6a,9,10,11,12b,13,14,14a,14b-hexadecahydropicene-2-carboxylate C(CCC)(=O)O[C@@H]1[C@@](C2=CC=C3[C@]4(CC[C@]5(CC[C@](C[C@H]5[C@@]4(CC[C@]3(C2=CC1=O)C)C)(C(=O)OC)C)C)C)(C)OC